CC1(N(CCOC1)C1=NC(=NC(=N1)N1C(COCC1)(C)C)C=1C(=CC(=NC1)N)C(F)F)C 5-[4,6-bis(3,3-dimethylmorpholin-4-yl)-1,3,5-triazin-2-yl]-4-(difluoromethyl)-pyridin-2-amine